N,N-diethyl-L-valine C(C)N([C@@H](C(C)C)C(=O)O)CC